2-(1-methylindazol-5-yl)pyrazolo[1,5-a]pyrimidine-3-carboxylic acid ethyl ester C(C)OC(=O)C=1C(=NN2C1N=CC=C2)C=2C=C1C=NN(C1=CC2)C